2-chloro-6-(2,2-dimethylpyrrolidin-1-yl)-3-formyl-N,N-dimethylisonicotinamide ClC=1C(=C(C(=O)N(C)C)C=C(N1)N1C(CCC1)(C)C)C=O